C(C)S(=O)(=O)NC1=C(C=C(C=C1)C1=NNC(=C1C(=O)N)NC1=NC=CN=C1)OC1=CC=C(C=C1)F 3-(4-(ethylsulfonamido)-3-(4-fluorophenoxy)phenyl)-5-(pyrazin-2-ylamino)-1H-pyrazole-4-carboxamide